C1(CC1)C=1N(C=CC1)C1(CCCC1)C(=O)C(C(=O)OC)C(=O)OC Dimethyl 2-(1-(2-cyclopropyl-1H-pyrrol-1-yl)cyclopentane-1-carbonyl)malonate